3-(3-((tert-butoxycarbonyl)(methyl)amino)bicyclo[1.1.1]pentan-1-yl)propanoic acid C(C)(C)(C)OC(=O)N(C12CC(C1)(C2)CCC(=O)O)C